(2H)-thiaindene-1,1-dioxide S1(CCC2=CC=CC=C12)(=O)=O